BrCC12OC3(CC3)C(C1)C2 4-(bromomethyl)-3-oxaspiro[bicyclo[2.1.1]hexane-2,1'-cyclopropane]